(R)-2-amino-2-(1-(2-(3',4-dichloro-5'-hydroxy-[1,1'-biphenyl]-2-yl)ethyl)piperidin-4-yl)-1-(4-(2-(methylthio)benzyl)piperazin-1-yl)ethan-1-one hydrochloride Cl.N[C@@H](C(=O)N1CCN(CC1)CC1=C(C=CC=C1)SC)C1CCN(CC1)CCC1=C(C=CC(=C1)Cl)C1=CC(=CC(=C1)O)Cl